ClC=1C=NC(=NC1)N[C@H]1CN(CC1)C(=O)C=1C=C(C=CC1)NC(C(=CN(C)C)C#N)=O (R)-N-(3-(3-((5-chloropyrimidin-2-yl)amino)pyrrolidine-1-carbonyl)phenyl)-2-cyano-3-(dimethylamino)acrylamide